(chloromethyl)-2-methoxyphenyl methyl carbonate C(OC1=C(C(=CC=C1)CCl)OC)(OC)=O